N[C@H](C(=O)N1[C@@H](C[C@H](C1)O)C(=O)N[C@@H](C)C1=CC=C(C=C1)C1=C(N=CS1)C)C(C)(C)C (2S,4R)-1-[(2S)-2-amino-3,3-dimethyl-butanoyl]-4-hydroxy-N-[(1S)-1-[4-(4-methylthiazol-5-yl)phenyl]ethyl]-pyrrolidine-2-carboxamide